ClC=1C(=NC=C(C1)F)CNC(=O)C1CCN(C2(CC2)C1)C(=O)C1=NN(C(=C1)C1=CC(=NC=C1F)C1CC1)COCC[Si](C)(C)C N-[(3-chloro-5-fluoropyridin-2-yl)methyl]-4-[5-(2-cyclopropyl-5-fluoropyridin-4-yl)-1-{[2-(trimethylsilyl)ethoxy]methyl}pyrazole-3-carbonyl]-4-azaspiro[2.5]octane-7-carboxamide